1-bromo-1,4,4-tripropyl-1,4-disilacyclohexane Br[Si]1(CC[Si](CC1)(CCC)CCC)CCC